[Mo].[Mn].[Co].[Cu] copper-cobalt-manganese-molybdenum